N-(2-aminopropyl)pyrrolidone NC(CN1C(CCC1)=O)C